C(#N)C=1C=NC(=NC1)C=1C(=CC(=NC1)NC(C)=O)NC1=NC(=NC(=C1)C)C(C)(F)F N-(5-(5-cyanopyrimidin-2-yl)-4-((2-(1,1-difluoroethyl)-6-methylpyrimidin-4-yl)amino)pyridin-2-yl)acetamide